C(C([2H])([2H])[2H])(N1N=CC2=CC=C(C(=C12)OC([2H])([2H])[2H])N)([2H])[2H] 1-(Ethyl-d5)-7-(methoxy-d3)-1H-indazol-6-amine